4-(methyl-propylamino)butyl-lithium CN(CCCC[Li])CCC